FC1=C(C=CC=C1NS(NC)(=O)=O)CN1C(OC2=C([C@@H]1C)C=CC(=C2)OC=2N=NC=CC2)=O (S)-3-({2-fluoro-3-[(methylsulfamoyl)amino]phenyl}methyl)-4-methyl-7-(pyridazin-3-yloxy)-3,4-dihydro-2H-1,3-benzoxazin-2-one